NCC(C)NCC(C)N N1-(1-aminopropan-2-yl)propane-1,2-diamine